C(C1=CC=CC=C1)OC1C(OC(C(C1OCC1=CC=CC=C1)OCC1=CC=CC=C1)OC)(C=O)CO 3,4,5-Tribenzyloxy-2-(hydroxymethyl)-6-methoxy-tetrahydropyran-2-carbaldehyde